2-(6-{5-Chloro-2-[(oxan-4-yl)amino]pyrimidin-4-yl}-1-oxo-2,3-dihydro-1H-isoindol-2-yl)-N-[(1R)-1-(1-oxo-1λ5-pyridin-2-yl)ethyl]acetamid ClC=1C(=NC(=NC1)NC1CCOCC1)C1=CC=C2CN(C(C2=C1)=O)CC(=O)N[C@H](C)C1=N(C=CC=C1)=O